S1N=CC=NC=C1 [1,2,5]thiadiazepin